C(C)[BH-](CC)CC.C(=O)(OC(C)(C)C)[Li] BocLithium triethylborohydride